NC1=CC=C(C(=N1)C(F)(F)F)C(CBr)=O 1-(6-amino-2-(trifluoromethyl)pyridin-3-yl)-2-bromoethan-1-one